4-(methyl-d3)-2-(tetrahydro-2H-pyran-2-yl)-2,4-dihydro-5H-pyrazolo[4,3-b]pyridin-5-one C(N1C=2C(C=CC1=O)=NN(C2)C2OCCCC2)([2H])([2H])[2H]